tert-butyl 3-(3-pyridyl)piperidine-1-carboxylate N1=CC(=CC=C1)C1CN(CCC1)C(=O)OC(C)(C)C